FC=1C=C(C=CC1C(F)(F)F)C(C(C)C)N1C[C@@H](N(C[C@H]1C)C=1C=2N=C(N(C2N2C(N1)=NN=C2)C[C@H]2OCCC2)C)C 4-((2S,5R)-4-(1-(3-fluoro-4-(trifluoromethyl)phenyl)-2-methylpropyl)-2,5-dimethylpiperazin-1-yl)-2-methyl-1-(((S)-tetrahydrofuran-2-yl)methyl)-1H-[1,2,4]triazolo[3,4-b]purine